(1-(cyclopropylmethyl)-2-(3-ethyl-1-(3-hydroxypropyl)-2,3-dihydro-1H-pyrrolo[1,2,3-de]quinoxalin-5-yl)-7-fluoro-1H-benzo[d]imidazol-5-yl)methanone C1(CC1)CN1C(=NC2=C1C(=CC(=C2)C=O)F)C2=CC=1C=3N2C(CN(C3C=CC1)CCCO)CC